methyl 2-(bromomethyl)-4-fluoro-6-iodobenzoate BrCC1=C(C(=O)OC)C(=CC(=C1)F)I